NC1=C(C(=NN1[C@H]1COCC1)C1=CC=C(C=C1)CNC(C1=C(C=CC=C1)OC)=O)C(=O)N 5-Amino-3-[4-[[(2-methoxybenzoyl)amino]methyl]phenyl]-1-[(3R)-tetrahydrofuran-3-yl]pyrazole-4-carboxamide